[N+](=O)([O-])C=1C=NC2=NC=CC=C2C1SC1=CC=CC=C1 3-nitro-4-phenylthio-1,8-naphthyridine